ClC=1C=2N(C=C(C1)C(N(C)C1=CC=C(C=C1)Cl)=O)C(=CN2)C2=CC=C(C=C2)NC(OC)=O methyl N-[4-[8-chloro-6-[(4-chlorophenyl)-methyl-carbamoyl]imidazo[1,2-a]pyridin-3-yl]phenyl]carbamate